FCCOCCCF (2-fluoroethyl)(3-fluoro-n-propyl)ether